(1R,2S,5S)-Nitro-((2S)-1-amino-1-oxo-3-(2-oxoindolin-3-yl)propan-2-yl)-3-((S)-2-Amino-3,3-dimethylbutyryl)-6,6-dimethyl-3-azabicyclo[3.1.0]hexane-2-carboxamide [N+](=O)([O-])[C@@]1([C@@]2(C([C@@H]2CN1C([C@H](C(C)(C)C)N)=O)(C)C)[C@@H](C(=O)N)CC1C(NC2=CC=CC=C12)=O)C(=O)N